4-[2-(4-methyl-piperazin-1-yl)-ethoxy]-phenylamine CN1CCN(CC1)CCOC1=CC=C(C=C1)N